2-(4-(4-methyl-4H-1,2,4-triazol-3-yl)piperidin-1-yl)-3-(4-(trifluoromethyl)pyridin-3-yl)benzonitrile CN1C(=NN=C1)C1CCN(CC1)C1=C(C#N)C=CC=C1C=1C=NC=CC1C(F)(F)F